F[B-](F)(F)F.C[O+](C)C trimethyl-oxonium tetra-fluoroborate